1-[6-chloro-4-(trifluoromethyl)-2-pyridinyl]-4-(2-methoxy-4-nitro-phenyl)sulfonyl-piperazine ClC1=CC(=CC(=N1)N1CCN(CC1)S(=O)(=O)C1=C(C=C(C=C1)[N+](=O)[O-])OC)C(F)(F)F